4-(2-fluoro-6-methoxyphenyl)-6-methyl-N-(5-((5-(oxetan-3-yloxy)pyridin-2-yl)methoxy)-1,3,4-thiadiazol-2-yl)pyridine-3-carboxamide FC1=C(C(=CC=C1)OC)C1=C(C=NC(=C1)C)C(=O)NC=1SC(=NN1)OCC1=NC=C(C=C1)OC1COC1